N-(4-methoxyphenyl)-N-toluenesulfonylmethacrylamide COC1=CC=C(C=C1)N(C(C(=C)C)=O)S(=O)(=O)CC1=CC=CC=C1